ClC1=CC=C(C(=O)N2C(C3=CC=CC=C3C2=O)=O)C=C1 2-(4-chlorobenzoyl)isoindoline-1,3-dione